N1=NN=C(C=C1)NC1=NN=NC=C1 bistriazinyl-amine